P(=O)(OCC(COC(C#C)C)COC(C#C)C)(F)F (3-(1-methylpropynyloxy)-2-((1-methylpropynyloxy) methyl) propyl) difluorophosphate